CN1N=CC=C1B(O)O N-methyl-pyrazole-5-boronic acid